o-piperidylbenzonitrile N1(CCCCC1)C1=C(C#N)C=CC=C1